[C@H]12CN(C[C@H](CC1)N2)C=2C1=C(N=C(N2)OC[C@]23CCCN3C[C@@H](C2)F)CN(CC1)C1=CC(=CC2=CC=CC(=C12)F)O 4-(4-((1R,5S)-3,8-diazabicyclo[3.2.1]octan-3-yl)-2-(((2R,7aS)-2-fluorotetrahydro-1H-pyrrolizin-7a(5H)-yl)methoxy)-5,8-dihydropyrido[3,4-d]pyrimidin-7(6H)-yl)-5-fluoronaphthalen-2-ol